Triethyltrimethyl-Cyclotrisiloxane C(C)[Si]1(O[Si](O[Si](O1)(C)CC)(C)CC)C